methyl 4-amino-1-(8-chloroisoquinolin-5-yl)-7-iodo-2-oxo-1,2-dihydroquinoline-3-carboxylate NC1=C(C(N(C2=CC(=CC=C12)I)C1=C2C=CN=CC2=C(C=C1)Cl)=O)C(=O)OC